C(#N)C1=C(C=CC(=C1)OC)C1=CN(C2=NC=CC(=C21)OC2=C(C=C(C=C2F)NC(=O)NCC2(COC2)C)F)COCC[Si](C)(C)C N-(4-{[3-(2-cyano-4-methoxyphenyl)-1-{[2-(trimethylsilyl)ethoxy]methyl}-1H-pyrrolo[2,3-b]pyridin-4-yl]oxy}-3,5-difluorophenyl)-N'-[(3-methyloxetan-3-yl)methyl]urea